CC=1C=C(C=C2C=NNC12)C[C@H](C(=O)N1CCN(CC1)C1CCN(CC1)C)NC(=S)N1CCC(CC1)C1=CC2=C(NC1=O)SCC2 (R)-N-(3-(7-methyl-1H-indazol-5-yl)-1-(4-(1-methylpiperidin-4-yl)piperazin-1-yl)-1-oxopropan-2-yl)-4-(6-oxo-2,3,6,7-tetrahydrothieno[2,3-b]pyridin-5-yl)piperidine-1-thiocarboxamide